C2-butoxy-5-((2-(trimethylsilyl)ethoxy)methyl)-5H-pyrrolo[3,2-d]pyrimidin-4-amine C(CCC)OC=1N=C(C2=C(N1)C=CN2COCC[Si](C)(C)C)N